hexane-3-carboxylate hydrochloride Cl.CCC(CCC)C(=O)O